O1CC(CC1)COC1=CC=C(C=C1)CC(=O)OCC ethyl 2-(4-((tetrahydrofuran-3-yl)methoxy)phenyl)acetate